nitriloamine N#N